3-(4-trifluoromethylphenyl)-3-oxopropanenitrile FC(C1=CC=C(C=C1)C(CC#N)=O)(F)F